ClC1=NC=C(C2=C1C=CO2)[N+](=O)[O-] 4-chloro-7-nitrofuro[3,2-c]pyridine